C(C)(C)(C)OC(=O)N1[C@@H]([C@@H](O[C@@H](C1)C)C)CNC1=NC=C(C=C1C(F)F)C(F)(F)F.C1(CC2C(CC1)O2)CC[Si](OC)(OC)OC (3,4-epoxycyclohexyl)ethyltrimethoxysilane tert-butyl-(2S,3R,6R)-3-(((3-(difluoromethyl)-5-(trifluoromethyl)pyridin-2-yl)amino)methyl)-2,6-dimethylmorpholine-4-carboxylate